N-[3-(dimethylamino)propyl]-3-{[3-(dimethylamino)propyl](2-{[3-(dimethylamino)propyl]carbamoyl}ethyl)amino}propenamide CN(CCCNC(C=CN(CCC(NCCCN(C)C)=O)CCCN(C)C)=O)C